1-((3S,5R)-1-acryloyl-5-(methoxymethyl)pyrrolidin-3-yl)-3-((1-cyclopropyl-2-methyl-1H-benzo[d]imidazol-5-yl)ethynyl)-5-(methylamino)-1H-pyrazole-4-carboxamide C(C=C)(=O)N1C[C@H](C[C@@H]1COC)N1N=C(C(=C1NC)C(=O)N)C#CC1=CC2=C(N(C(=N2)C)C2CC2)C=C1